NC1=CC=C2C(=N1)CC[C@H]2NC([C@H](C)NC(=O)[C@H]2NCCC(=C2)C2=CC(=C(C=C2)F)Cl)=O (S)-N-((S)-1-(((R)-2-amino-6,7-dihydro-5H-cyclopenta[b]pyridin-5-yl)amino)-1-oxopropan-2-yl)-4-(3-chloro-4-fluorophenyl)-1,2,5,6-tetrahydropyridine-2-carboxamide